beta-glycidoxyethyl-dimethoxysilane C(C1CO1)OCC[SiH](OC)OC